O=C1NC(CC[C@@H]1NC1=CC=C(C=C1)[C@@]12CCN(C[C@H]2C1(F)F)C(=O)OC(C)(C)C)=O tert-butyl (1S,6S)-6-(4-(((S)-2,6-dioxopiperidin-3-yl)amino)phenyl)-7,7-difluoro-3-azabicyclo[4.1.0]heptane-3-carboxylate